C1N(CCC2=CC=CC=C12)C[C@H](CN1CCOC2=C(C1=O)C=CC(=C2)CCC)O 4-[(2R)-3-(3,4-dihydro-1H-isoquinolin-2-yl)-2-hydroxy-propyl]-8-propyl-2,3-dihydro-1,4-benzoxazepin-5-one